Gold-lead [Pb].[Au]